C(C)(C)(C)OC(=O)N1C(CC(CC1)C(N1CCNCC1)C(\C=C\C(=O)C1=CC=C(C=C1)OC)=O)C(C)(C)C tert-butyl-(E)-4-((4-(4-methoxyphenyl)-4-oxobut-2-enoyl)piperazin-1-ylmethyl)-1-piperidinecarboxylic acid tert-butyl ester